2-((1R,2R)-1-(2-chlorophenyl)-1-phenylpropan-2-yl)-N-(isoxazol-4-yl)-5-methoxy-1-methyl-6-oxo-1,6-dihydropyrimidine-4-carboxamide ClC1=C(C=CC=C1)[C@H]([C@@H](C)C=1N(C(C(=C(N1)C(=O)NC=1C=NOC1)OC)=O)C)C1=CC=CC=C1